1-Allyl-3,7-dihydro-purine-2,6-dione C(C=C)N1C(NC=2N=CNC2C1=O)=O